2-bromo-4-iodo-1-methylbenzene BrC1=C(C=CC(=C1)I)C